((2R,3S,5R)-5-(6-amino-2-fluoro-9H-purin-9-yl)-2-ethynyl-3-(((tridecyloxy)carbonyl)oxy)tetrahydro-furan-2-yl)methyl heptanoate C(CCCCCC)(=O)OC[C@]1(O[C@H](C[C@@H]1OC(=O)OCCCCCCCCCCCCC)N1C2=NC(=NC(=C2N=C1)N)F)C#C